(E)-N-(4-(1-(6-(4-(5-((2-(2,6-dioxopiperidin-3-yl)-1-oxoisoindoline-5-yl)thio)pentyl)piperazin-1-yl)pyridazin-3-carbonyl)piperidin-4-yl)butyl)-3-(pyridin-3-yl)acrylamide O=C1NC(CCC1N1C(C2=CC=C(C=C2C1)SCCCCCN1CCN(CC1)C1=CC=C(N=N1)C(=O)N1CCC(CC1)CCCCNC(\C=C\C=1C=NC=CC1)=O)=O)=O